bicyclo[2.2.1]-hept-2-ene-5-sulfonic acid C12C=CC(C(C1)S(=O)(=O)O)C2